CNC(=O)C=1C=CC=2N(C1)C=C(N2)N2C(C(NCC2)CCOC2=CC=CC=C2)=O N-methyl-2-[2-oxo-3-(2-phenoxyethyl)piperazin-1-yl]imidazo[1,2-a]pyridine-6-carboxamide